[Zn+2].[O-2].[Al+3] aluminum oxide zinc